(R)-tert-butyl (5-(1H-pyrazol-1-yl)isochroman-1-yl)methyl((2-(trimethylsilyl)ethoxy)methyl)carbamate N1(N=CC=C1)C1=C2CCO[C@H](C2=CC=C1)CN(C(OC(C)(C)C)=O)COCC[Si](C)(C)C